C1CCC(C)O1 Ethylene-propyleneether